C(C)(=O)O[C@H]1[C@H](O)O[C@@H]([C@H]([C@@H]1OC(C)=O)OC(C)=O)C(=O)OC Methyl 2,3,4-tri-O-acetyl-β-D-glucuronate